2-amino-4-bromo-6-fluorobenzoic acid NC1=C(C(=O)O)C(=CC(=C1)Br)F